O.C(CCCCCCCCCCCC)(=O)O tridecanoate hydrate